2,3,3-trimethyloct-1-en-4-one oxime CC(=C)C(C(CCCC)=NO)(C)C